NC1=C(C=CC(=C1)Br)N1CCN(CC1)C(=O)OC(C)(C)C tert-butyl 4-(2-amino-4-bromo-phenyl)piperazine-1-carboxylate